6-methyl-N1-(3-(4-methyl-imidazol-1-yl)-5-trifluoromethyl-phenyl)-isoquinolin-1,5-diamine CC1=C(C=2C=CN=C(C2C=C1)NC1=CC(=CC(=C1)C(F)(F)F)N1C=NC(=C1)C)N